dioctadecyl-tetra-hydroxyethyl-dibromomalonamide C(CCCCCCCCCCCCCCCCC)N(C(C(C(=O)NC(C(O)(O)O)O)(Br)Br)=O)CCCCCCCCCCCCCCCCCC